1,3-diethyl-1H-pyrazole C(C)N1N=C(C=C1)CC